benzyl 3-{1-[(tert-butoxy)carbonyl]azetidin-3-yl}morpholine-4-carboxylate C(C)(C)(C)OC(=O)N1CC(C1)C1N(CCOC1)C(=O)OCC1=CC=CC=C1